2-(isoquinolin-1-yl)-3a,8a-dihydro-8H-indeno[1,2]oxazole C1(=NC=CC2=CC=CC=C12)N1OC2C(C1)C=1C=CC=CC1C2